1,3-di(2-hydroperoxy-2-propyl)benzene O(O)C(C)(C)C1=CC(=CC=C1)C(C)(C)OO